(3R)-1-(6-chloro-2-(((3s,4s)-4-(difluoromethyl)-1,3-dimethylpiperidin-3-yl)methoxy)-7-(8-ethynyl-7-fluoro-3-hydroxynaphthalen-1-yl)-8-fluoroquinazolin-4-yl)-3-methylpiperidin-3-ol ClC=1C=C2C(=NC(=NC2=C(C1C1=CC(=CC2=CC=C(C(=C12)C#C)F)O)F)OC[C@@]1(CN(CC[C@@H]1C(F)F)C)C)N1C[C@@](CCC1)(O)C